bis(2-methyl-4-ethyl-8-hydroxyquinoline) aluminum [Al].CC1=NC2=C(C=CC=C2C(=C1)CC)O.CC1=NC2=C(C=CC=C2C(=C1)CC)O